ClC1=CC2=C(N=N1)N(C=C2)[C@@H]2[C@@H](C(NC(C2)(C)C)(C)C)F 3-chloro-7-((3S,4S)-3-fluoro-2,2,6,6-tetramethylpiperidin-4-yl)-7H-pyrrolo[2,3-c]pyridazine